ClC1=NC(=NC(=N1)NC(C)C)NC(C)C 2-chloro-4,6-di(isopropylamino)-1,3,5-triazine